C(C)(C)(C)OC(=O)N1C(C=C(C1)O)=O 4-hydroxy-2-oxo-2,5-dihydro-1H-pyrrole-1-carboxylic acid tert-butyl ester